4-fluoro-6-methoxy-2-(2-(methoxymethyl)-7-methylquinoxalin-5-yl)benzo[d]Thiazole FC1=CC(=CC2=C1N=C(S2)C2=C1N=CC(=NC1=CC(=C2)C)COC)OC